di-(2-hydroxyethyl)-dimethylammonium chloride [Cl-].OCC[N+](C)(C)CCO